propanamide-2-d1 C(C(C)[2H])(=O)N